N-(tert-butoxycarbonyl)-N-methyl-L-glutamic acid C(C)(C)(C)OC(=O)N([C@@H](CCC(=O)O)C(=O)O)C